rac-Benzyl (2S,4R)-4-((tert-butoxycarbonyl)(methyl)amino)-2-(2-fluorophenyl)piperidine-1-carboxylate C(C)(C)(C)OC(=O)N([C@H]1C[C@H](N(CC1)C(=O)OCC1=CC=CC=C1)C1=C(C=CC=C1)F)C |r|